CC(=CCC[C@@](C)([C@H]1CC[C@@]2([C@@H]1[C@@H](C[C@H]3[C@]2(CC[C@@H]4[C@@]3(CC[C@@H](C4(C)C)O)C)C)O)C)O[C@H]5[C@@H]([C@H]([C@@H]([C@H](O5)CO[C@H]6[C@@H]([C@H]([C@@H](CO6)O)O)O)O)O)O)C The molecule is a ginsenoside found in Panax ginseng that is dammarane which is substituted by hydroxy groups at the 3beta, 12beta and 20 pro-S positions and in which the hydroxy group at position 20 has been converted to the corresponding beta-D-xylopyranosyl-beta-D-glucopyranoside. It has a role as an antineoplastic agent and a plant metabolite. It is a ginsenoside, a tetracyclic triterpenoid, a beta-D-glucoside, a disaccharide derivative and a 3beta-hydroxy-4,4-dimethylsteroid. It derives from a (20S)-protopanaxadiol. It derives from a hydride of a dammarane.